The molecule is a 1-acyl-sn-glycerol 3-phosphate in which the 1-acyl substituent is specified as gamma-linolenoyl (6Z,9Z,12Z-octadecatrienoyl). It derives from a gamma-linolenic acid. It is a conjugate acid of a gamma-linolenoyl-sn-glycero-3-phosphate(2-). CCCCC/C=C\\C/C=C\\C/C=C\\CCCCC(=O)OC[C@H](COP(=O)(O)O)O